FC(C(=O)O)(F)F.NS(=O)(=O)NC1CCN(CC1)C1=C(C=C(C=C1)F)NC(=O)C1=NC(=CN=C1)C1=C(C=CC=C1F)OC N-(2-{4-[(aminosulfonyl)amino]hexahydropyridin-1-yl}-5-fluorophenyl)-6-(6-fluoro-2-methoxyphenyl)pyrazine-2-carboxamide trifluoroacetate salt